1-cyclopentyl-5-[4-fluoro-2-(trifluoromethyl)phenyl]-1H-pyrazol C1(CCCC1)N1N=CC=C1C1=C(C=C(C=C1)F)C(F)(F)F